C(CCCCCCCC=CCC=CCCCCC)C(C(=O)O)CCCCCCBr octadec-9,12-dien-1-yl-8-bromooctanoic acid